FC(C(=O)O)(F)F.C(C)N1N=C(C=C1C1=NNC(=N1)C1=C2C=NN(C2=CC(=C1)C(=O)N)CCN1CC(C1)F)C 4-[3-(1-ethyl-3-methyl-1H-pyrazol-5-yl)-1H-1,2,4-triazol-5-yl]-1-[2-(3-fluoroazetidin-1-yl)ethyl]-1H-indazole-6-carboxamide trifluoroacetic acid salt